1-((5-(3-(2,2-Difluoroethyl)-2-methyl-3H-imidazo[4,5-b]pyridin-5-yl)pyrrolo[2,1-f][1,2,4]triazin-2-yl)amino)-2-methylpropan-2-ol FC(CN1C(=NC=2C1=NC(=CC2)C=2C=CN1N=C(N=CC12)NCC(C)(O)C)C)F